m-{2-amino-5-(9-methyl-1,7-diazabicyclo[4.3.0]non-2,4,6,8-tetraen-3-yl)-1,3-thiazol-4-yl}benzonitrile NC=1SC(=C(N1)C=1C=C(C#N)C=CC1)C1=CN2C(=CN=C2C=C1)C